4-AMINO-1H-PYRROLE-2-CARBOXYLIC ACID NC=1C=C(NC1)C(=O)O